2-(tert-butyl)-1'-(4-chloro-5-methyl-1H-indazole-7-carbonyl)-5H-spiro[benzo[d]thiazole-6,4'-piperidin]-4(7H)-one C(C)(C)(C)C=1SC2=C(N1)C(CC1(CCN(CC1)C(=O)C=1C=C(C(=C3C=NNC13)Cl)C)C2)=O